FC1=CC=C(C(=O)C2=CNC=3N=C(N=C(C32)NC3CCN(CC3)C(C(C)(C)C)=O)NC3=CC=C(C=C3)N3CCN(CC3)C)C=C1 1-(4-((5-(4-fluorobenzoyl)-2-((4-(4-methylpiperazin-1-yl)phenyl)amino)-7H-pyrrolo[2,3-d]pyrimidin-4-yl)amino)piperidin-1-yl)-2,2-dimethylpropan-1-one